CC1=C(C=C2C=CC=NC2=C1)C1CCN(CC1)S(=O)(=O)C=1C=NN2C1OCCC2 3-((4-(7-methylquinolin-6-yl)piperidin-1-yl)sulfonyl)-6,7-dihydro-5H-pyrazolo[5,1-b][1,3]oxazine